1-(4-{6-[3-methyl-4-({[(1R)-1-(2-methylphenyl)ethoxy]carbonyl}amino)-1,2-oxazol-5-yl]-2-azaspiro[3.3]heptan-2-yl}phenyl)cyclopropane-1-carboxylic acid CC1=NOC(=C1NC(=O)O[C@H](C)C1=C(C=CC=C1)C)C1CC2(CN(C2)C2=CC=C(C=C2)C2(CC2)C(=O)O)C1